5,6-dimethoxypyridine-carbaldehyde COC=1C=CC(=NC1OC)C=O